C1(CC1)NC(=O)C1=CC2=C(C(N(C=C2C=2SC(=CC2OC2=C(C=C(C=C2C)F)C)CC(C)(C)O)C)=O)N1 N-cyclopropyl-4-(3-(4-fluoro-2,6-dimethylphenoxy)-5-(2-hydroxy-2-methylpropyl)thiophen-2-yl)-6-methyl-7-oxo-6,7-dihydro-1H-pyrrolo[2,3-c]pyridine-2-carboxamide